[N+](=[N-])=CC(CC[C@@H](C(=O)OC1CCOCC1)NC([C@H](C)OC)=O)=O tetrahydro-2H-pyran-4-yl (S)-6-diazo-2-((S)-2-methoxypropanamido)-5-oxohexanoate